FC1=CC(=CC=2N(C(=NC21)N2C[C@H]([C@@H](CC2)F)N)CC2=NC=C(C=N2)F)F (3R,4R)-1-(4,6-difluoro-1-((5-fluoropyrimidin-2-yl)methyl)-1H-benzo[d]imidazol-2-yl)-4-fluoropiperidin-3-amine